COC=1C=C(C=CC1)C1=NN2C(=NC=3C=CC=CC3C2=N1)NC1C(NCCC1)=O 3-{[2-(3-methoxyphenyl)[1,2,4]triazolo[1,5-c]quinazolin-5-yl]amino}piperidin-2-one